1-n-propylimidazole C(CC)N1C=NC=C1